OCCN1CCN(CC1)CS(=O)(=O)O 4-(2-hydroxyethyl)-1-piperazinylmethanesulfonic acid